C(#N)C(NC(=O)[C@@H]1[C@H]2C([C@H]2CN1C([C@H](C(C)C)NC(C(C)(F)F)=O)=O)(C)C)C1=NN=CC2=CC=CC=C12 (1R,2S,5S)-N-[cyano(phthalazin-1-yl)methyl]-3-[(2S)-2-(2,2-difluoropropanoylamino)-3-methyl-butanoyl]-6,6-dimethyl-3-azabicyclo[3.1.0]hexane-2-carboxamide